1-((tert-butyldimethylsilyl)oxy)dodecane-4-ol [Si](C)(C)(C(C)(C)C)OCCCC(CCCCCCCC)O